2-(6-bromo-4-fluoro-7-isopropylbenzo[d]thiazol-2-yl)propan-2-ol BrC1=C(C2=C(N=C(S2)C(C)(C)O)C(=C1)F)C(C)C